5-[(4-carboxybutyl){2-[2-({4-[5-(trifluoromethoxy)-1,3-benzoxazol-2-yl]benzyl}oxy)phenyl]ethyl}-amino]-5,6,7,8-tetrahydroquinoline-2-carboxylic acid C(=O)(O)CCCCN(C1C=2C=CC(=NC2CCC1)C(=O)O)CCC1=C(C=CC=C1)OCC1=CC=C(C=C1)C=1OC2=C(N1)C=C(C=C2)OC(F)(F)F